CC1=NC=C(C=N1)[C@H](CC(=O)O)N1N=C(C=C1)CCC[C@@H]1NC2=NC=CC=C2CC1 (S)-3-(2-methylpyrimidin-5-yl)-3-(3-(3-((S)-1,2,3,4-tetrahydro-1,8-naphthyridin-2-yl)propyl)-1H-pyrazol-1-yl)propionic acid